4-CYANO-2-METHOXYPYRIDIN-3-YLBORONIC ACID C(#N)C1=C(C(=NC=C1)OC)B(O)O